tert-Butyl 4-(5-(4,4,5,5-tetramethyl-1,3,2-dioxaborolan-2-yl)pyridin-2-yl)piperidine-1-carboxylate CC1(OB(OC1(C)C)C=1C=CC(=NC1)C1CCN(CC1)C(=O)OC(C)(C)C)C